C1(CC1)C1=NC=NC(=C1C=1C2=C(N(N1)C)CN(C2)C=2SC(=CN2)C=2N(C=C(N2)C(F)(F)F)C)OC 2-(3-(4-cyclopropyl-6-methoxypyrimidin-5-yl)-1-methyl-4,6-dihydropyrrolo[3,4-c]pyrazol-5(1H)-yl)-5-(1-methyl-4-(trifluoromethyl)-1H-imidazol-2-yl)thiazole